((2-chloro-4-fluorophenyl)imino)(methyl)((6-(5-(trifluoromethyl)-1,2,4-oxadiazol-3-yl)imidazo[1,2-a]pyridin-2-yl)methyl)-λ6-sulfanone ClC1=C(C=CC(=C1)F)N=S(=O)(CC=1N=C2N(C=C(C=C2)C2=NOC(=N2)C(F)(F)F)C1)C